(S)-4-(3-iodo-1-(1-(pyridin-2-yl)ethyl)-1H-pyrrolo[2,3-b]pyridin-5-yl)-3,5-dimethylisoxazole IC1=CN(C2=NC=C(C=C21)C=2C(=NOC2C)C)[C@@H](C)C2=NC=CC=C2